C1(CC1)C=1C=C2C(C(N(C2=C(C1)F)CC(=O)NCCCC(=O)OC(C)(C)C)=O)(C)C tert-butyl 4-(2-(5-cyclopropyl-7-fluoro-3,3-dimethyl-2-oxoindolin-1-yl)acetamido)butanoate